FC1=C(C=CC=C1)C1=NN(C=C1C=O)C 3-(2-fluorophenyl)-1-methyl-1H-pyrazole-4-carbaldehyde